OC1C[C@H]2CC[C@@H](C1)N2C=2C=CC(=NC2)NC=2C=CC(=C1CNC(C21)=O)C2=CN=C1N2C=CN=C1 7-((5-((1R,3r,5S)-3-hydroxy-8-azabicyclo[3.2.1]octan-8-yl)pyridin-2-yl)amino)-4-(imidazo[1,2-a]pyrazin-3-yl)isoindolin-1-one